1-(p-vinylbenzyl)-3-butyl-imidazolium C(=C)C1=CC=C(CN2C=[N+](C=C2)CCCC)C=C1